BrC1=CC=C(C=C1)NC(CC1=CC=CC=C1)=O N-(4-bromophenyl)-2-phenylacetamide